C(C1=CC=CC=C1)N1S(C(C(C2=C1N=C(N2C2=CC=CC=C2)SCCC)=O)C2=CC=CC=C2)(=O)=O 1-benzyl-3,5-diphenyl-6-(propylthio)-3,5-dihydroimidazo[4,5-c][1,2]thiazin-4(1H)-one 2,2-dioxide